3-AMINOTHIOPHENE-4-CARBOXALDEHYDE NC1=CSC=C1C=O